ClC=1C(=CC=2C3=C(C=NC2C1/C=C/C(=O)OC)CN([C@H]3C)C(COC)=O)OC methyl (S,E)-3-(7-chloro-8-methoxy-2-(2-methoxyacetyl)-1-methyl-2,3-dihydro-1H-pyrrolo[3,4-c]quinolin-6-yl)acrylate